di[2-(methacryloxy) ethyl] phosphate P(=O)(OCCOC(C(=C)C)=O)(OCCOC(C(=C)C)=O)[O-]